N-[3,4-dichloro-10-(1H-pyrazol-4-yl)-6,7,8,9-tetrahydropyrido[1,2-a]indol-7-yl]-2-methoxy-ethanesulfonamide ClC1=CC=C2C(=C3N(C2=C1Cl)CC(CC3)NS(=O)(=O)CCOC)C=3C=NNC3